1-(4'-((trifluoromethyl)thio)-[1,1'-biphenyl]-4-yl)ethan-1-one FC(SC1=CC=C(C=C1)C1=CC=C(C=C1)C(C)=O)(F)F